2-Chloro-5-fluoro-6-(methylsulfonyl)nicotinic acid ClC1=C(C(=O)O)C=C(C(=N1)S(=O)(=O)C)F